C1(=CC=C(C=C1)N(C1=CC=2C(C3=CC=CC=C3C2C=C1)(C)C)C1=CC=C(C=C1)C1=CC=CC=2C(C3=C(C=C(C=C3C12)C(C)(C)C)C(C)(C)C)(C1=CC=CC=C1)C)C1=CC=CC=C1 N-{[1,1'-biphenyl]-4-yl}-N-[4-(6,8-di-tert-butyl-9-methyl-9-phenyl-9H-fluoren-4-yl)phenyl]-9,9-dimethyl-9H-fluoren-2-amine